C[C@H]1CN(CCN1C)C1=C(N)C=C(C=C1)C1=NC=CC(=C1)N1CCOCC1 (S)-2-(3,4-dimethylpiperazin-1-yl)-5-(4-morpholinopyridin-2-yl)aniline